6-[2-chloro-6-(8-methyl-[1,2,4]triazolo[1,5-a]pyridin-6-yl)phenyl]-3-(6-methoxy-4-isoquinolinyl)-1H-thieno[3,2-d]pyrimidine-2,4-dione ClC1=C(C(=CC=C1)C=1C=C(C=2N(C1)N=CN2)C)C2=CC=1NC(N(C(C1S2)=O)C2=CN=CC1=CC=C(C=C21)OC)=O